C(N1C[C@@H]([C@H](C1)NC=1N=C(C2=C(N1)N=C1C(=C2C)CCC1)NC([2H])([2H])[2H])O)([2H])([2H])[2H] (3S,4S)-1-(methyl-d3)-4-((5-methyl-4-((methyl-d3)amino)-7,8-dihydro-6H-cyclopenta[5,6]pyrido[2,3-d]pyrimidin-2-yl)amino)pyrrolidin-3-ol